C(C=C)(=O)OCCCCCCCCCCCCCCC[SiH2]C(Br)Br acryloxypentadecyldibromomethylsilane